[Mn].[Sr].[Tb] terbium-strontium-manganese